O=C1C(CCC1)=C[O-].[Na+] Sodium (2-oxocyclopentylidene)methanolate